ClC1=CC=2NC3=CC(=CC=C3SC2C=C1)Cl 2,8-dichloro-phenothiazine